N2-[(2-chloro-3-fluoro-phenyl)methyl]-6-imidazo[1,5-a]pyridin-6-yl-1,3,5-triazine-2,4-diamine ClC1=C(C=CC=C1F)CNC1=NC(=NC(=N1)N)C=1C=CC=2N(C1)C=NC2